ClC1=C(C=CC=C1C1=C(C(=NC=C1)C1=CC=C2C(=CN(C2=C1)C)CNCCOC)Cl)C1=CC=C(C(=N1)OC)CNC[C@@H]1CCC(N1)=O (5S)-5-[[[6-[2-Chloro-3-[3-chloro-2-[3-[(2-methoxyethylamino)methyl]-1-methyl-indol-6-yl]-4-pyridyl]phenyl]-2-methoxy-3-pyridyl]methylamino]methyl]pyrrolidin-2-one